COC1=CC=CC(=C1C1=C(C=CC=C1OC)P(C1=CC(=CC(=C1)C)C)C1=CC(=CC(=C1)C)C)P(C1=CC(=CC(=C1)C)C)C1=CC(=CC(=C1)C)C (6,6'-dimethoxybiphenyl-2,2'-diyl)bis[bis(3,5-dimethylphenyl)phosphine]